NCC=1C=C(C=2N(C1)C=NN2)C2=C(C=C(C#N)C=C2)OC=2N(N=C(C2)C2CC2)C 4-[6-(aminomethyl)-[1,2,4]triazolo[4,3-a]pyridin-8-yl]-3-(5-cyclopropyl-2-methylpyrazol-3-yl)oxybenzonitrile